tert-butyl (3-(4-(2-(4-((2-(2-oxa-6-azaspiro[3.3]heptan-6-yl)pyrimidin-4-yl) methoxy)phenyl)propan-2-yl)phenyl)prop-2-yn-1-yl)carbamate C1OCC12CN(C2)C2=NC=CC(=N2)COC2=CC=C(C=C2)C(C)(C)C2=CC=C(C=C2)C#CCNC(OC(C)(C)C)=O